O=C([C@H](O)[C@@H](O)[C@H](O)[C@H](O)CO)[O-].[Cu+2].O=C([C@H](O)[C@@H](O)[C@H](O)[C@H](O)CO)[O-] copper (ii) d-gluconate